FC1=C(OC=2C=C(C(=O)NCC(=O)N3[C@@H](C[C@H](C3)COC)C(=O)OCC3=CC=CC=C3)C=CC2)C=CC(=C1)C |o1:16| benzyl (2S,4R*)-1-((3-(2-fluoro-4-methylphenoxy)benzoyl)glycyl)-4-(methoxymethyl)pyrrolidine-2-carboxylate